propyl 4-(4-(2-hydroxyethyl)piperazin-1-yl)butanoate OCCN1CCN(CC1)CCCC(=O)OCCC